(S)-N-((3S,5R,8R,9S,10S,13R,14S,17R)-14-hydroxy-10,13-dimethyl-17-(2-oxo-2H-pyran-5-yl)hexadecahydro-1H-cyclopenta[a]phenanthren-3-yl)-3-(hydroxymethyl)piperazine-1-carboxamide O[C@]12[C@@H]3CC[C@@H]4C[C@H](CC[C@@]4([C@H]3CC[C@@]2([C@H](CC1)C=1C=CC(OC1)=O)C)C)NC(=O)N1C[C@H](NCC1)CO